1,3,5-tris(4-chlorophenyl)benzene ClC1=CC=C(C=C1)C1=CC(=CC(=C1)C1=CC=C(C=C1)Cl)C1=CC=C(C=C1)Cl